ClC=1N=NC=C2C1COCC2 4-chloro-7,8-dihydro-5H-pyrano[3,4-d]pyridazine